ClC1=C(C=C(C(=C1)O)Cl)NC(=O)NC(C1=C(C=CC=C1F)F)=O 1-(2,5-dichloro-4-hydroxyphenyl)-3-(2,6-difluorobenzoyl)urea